C(C=C)OC(=O)NC[C@@H](CNCCCNC(OC(C)(C)C)=O)O tert-butyl N-[3-[[(2R)-3-(allyloxycarbonylamino)-2-hydroxy-propyl]amino]propyl]carbamate